CC(=CCON[C@@H](CCCNC(N)=N)C(=O)O)C N-(3-methyl-2-butenyl)oxy-L-arginine